perfluorophenyl-6-(3,5-difluorophenyl)-2-oxo-1,2-dihydropyridine FC=1C(N(C(=C(C1F)F)C1=C(C(=C(C(=C1F)F)F)F)F)C1=C(C(=C(C(=C1F)F)F)F)F)=O